BrC1=CC(=C(C(=O)N2COC3=C(C2)C=CC=C3C3=CC(=C(C(=O)OC)C=C3F)N3CCOCC3)C=C1OC)Cl Methyl 4-[3-(4-bromo-2-chloro-5-methoxybenzoyl)-2,4-dihydro-1,3-benzoxazin-8-yl]-5-fluoro-2-morpholin-4-ylbenzoate